N-(2-(1-ethyl-2-methylpiperidin-3-yl)thieno[2,3-b]pyridin-4-yl)benzo[d]thiazol-5-amine C(C)N1C(C(CCC1)C1=CC=2C(=NC=CC2NC=2C=CC3=C(N=CS3)C2)S1)C